4-(chloromethyl)-2,3-dihydro-1H-pyrrolo[2,3-b]pyridine hydrochloride Cl.ClCC1=C2C(=NC=C1)NCC2